FC1=C(C=C(C=C1)OC(F)(F)F)B(O)O 2-fluoro-5-(trifluorometh-oxy)benzeneboronic acid